N-((1-(6-(1-methyl-1H-pyrazol-4-yl)pyrazolo[1,5-a]pyrazin-4-yl)piperidin-3-yl)methyl)propiolamide CN1N=CC(=C1)C=1N=C(C=2N(C1)N=CC2)N2CC(CCC2)CNC(C#C)=O